((3R,7aR)-7a-((trityloxy)methyl)hexahydro-1H-pyrrolizin-3-yl)methanol C(C1=CC=CC=C1)(C1=CC=CC=C1)(C1=CC=CC=C1)OC[C@@]12CCCN2[C@H](CC1)CO